S1C(=CC2=C1C=CC=C2)C2=CC=C(C=C2)N(C2=CC=C(C=C2)C2=CC=C(C=C2)C2=CC1=CC=CC=C1C=C2)C2=CC=C(C=C2)C=2OC1=C(N2)C=CC=C1 (4-benzothiophen-2-yl-phenyl)-(4-benzoxazol-2-yl-phenyl)-(4'-naphthalene-2-yl-biphenyl-4-yl)amine